ClC=1C=CC(=C(C(=O)NC2=C(C=C(C=C2)NCCN2CCOCC2)Cl)C1)O 5-Chloro-N-(2-chloro-4-((2-morpholinoethyl)amino)phenyl)-2-hydroxybenzamide